N-[5-[2-cyano-5-[[(6R)-4-methyl-1,4-oxazepan-6-yl]oxy]-4-pyridyl]pyrazolo[1,5-a]pyridin-2-yl]cyclopropanecarboxamide C(#N)C1=NC=C(C(=C1)C1=CC=2N(C=C1)N=C(C2)NC(=O)C2CC2)O[C@@H]2CN(CCOC2)C